BrC=1C(=C(OC=2C(N(CNC2C(C)O)CC2=CC=C(C=C2)OC)=O)C=C(C1)Cl)F 5-(3-bromo-5-chloro-2-fluorophenoxy)-6-(1-hydroxyethyl)-3-(4-methoxybenzyl)-2,3-dihydropyrimidin-4(1H)-one